4-(4-[3-Cyano-5-[(1R)-1-(pyridin-2-yl)ethoxy]imidazo[1,2-a]pyridin-7-yl]-5-methylpyrazol-1-yl)piperidine-1-carbonitrile C(#N)C1=CN=C2N1C(=CC(=C2)C=2C=NN(C2C)C2CCN(CC2)C#N)O[C@H](C)C2=NC=CC=C2